FC1=CC=C(C(=C1[C@H]1N([C@@H](CC2=C1NC1=CC=CC=C21)C)CC2CCC2)C)OCCNCCCF 1-(((1R,3R)-1-(6-Fluoro-3-(2-((3-fluoropropyl)amino)ethoxy)-2-methylphenyl)-3-methyl-1,3,4,9-tetrahydro-2H-pyrido[3,4-b]indol-2-yl)methyl)cyclobutan